C(C1=CC=CC=C1)N1CC2(C(C1)C(=O)OCC)CCCCC2 ethyl 2-benzyl-2-azaspiro[4.5]decane-4-carboxylate